ClC1=C(C=CC(=C1)F)\C=1\CCCC2=C(/C1/C1=CC=C(C=C1)O[C@@H]1CN(CC1)CC=CC(=O)N(C)C)C=CC(=C2)C(=O)O (S,E)-8-(2-chloro-4-fluorophenyl)-9-(4-((1-(4-(dimethylamino)-4-oxobut-2-en-1-yl)pyrrolidin-3-yl)oxy)phenyl)-6,7-dihydro-5H-benzo[7]annulene-3-carboxylic acid